2-((3-bromo-5-isopropoxy-benzyl)(tert-butoxycarbonyl)amino)pyrimidine-5-carboxylic acid ethyl ester C(C)OC(=O)C=1C=NC(=NC1)N(C(=O)OC(C)(C)C)CC1=CC(=CC(=C1)OC(C)C)Br